N-((1S)-3-fluoro-1-hydroxy-1-(4-(methylsulfonyl)phenyl)propan-2-yl)-2,3-dihydroxybenzamide FCC([C@H](C1=CC=C(C=C1)S(=O)(=O)C)O)NC(C1=C(C(=CC=C1)O)O)=O